C(=O)(O)[C@H](CC=1N(C=NC1)CC1=CC(=CC(=C1)Cl)Cl)N[C@H](C(=O)O)CC(C)C (S,S)-2-(1-carboxy-2-(3-(3,5-dichlorobenzyl)-3H-imidazol-4-yl)-ethylamino)-4-methylpentanoic acid